O=C1CN(CCOC1)C(=O)OC(C)(C)C Tert-butyl 6-oxo-1,4-oxazepane-4-carboxylate